C[C@@H]1N(CCC1)CC1=CC=2C=NC(=CC2N1)NC(C1=CC=C(C=C1)C=1C=NNC1)=O N-(2-[[(2S)-2-methylpyrrolidin-1-yl]methyl]-1H-pyrrolo[3,2-c]pyridin-6-yl)-4-(1H-pyrazol-4-yl)benzamide